The molecule is a glycosylgalactose consisting of alpha-D-galactofuranose and alpha-D-galactopyranose residues joined in sequence by a (1->2) glycosidic bond. It derives from an alpha-D-galactofuranose and an alpha-D-galactose. C([C@@H]1[C@@H]([C@@H]([C@H]([C@H](O1)O)O[C@@H]2[C@@H]([C@H]([C@@H](O2)[C@@H](CO)O)O)O)O)O)O